(S)-(3,4-Dihydro-2H-pyrido[3,2-b][1,4]oxazin-7-yl)(3-methylpiperidin-1-yl)methanone O1C2=C(NCC1)N=CC(=C2)C(=O)N2C[C@H](CCC2)C